1,1,1-trichloro-2,2,2-trivinyldisilane Cl[Si]([Si](C=C)(C=C)C=C)(Cl)Cl